ClC=1C=C(C=CC1)CS(=O)(=O)NC1=C(C=CC(=C1)C(=O)N1CCC(CC1)C1=CC=C(C=C1)OC=1N=NC(=CC1)C(F)(F)F)N1CCN(CC1)CC 1-(3-chlorophenyl)-N-(2-(4-ethylpiperazin-1-yl)-5-(4-(4-((6-(trifluoromethyl)pyridazin-3-yl)oxy)phenyl)piperidine-1-carbonyl)phenyl)methanesulfonamide